(Fmoc-lysine) sodium hydroxide [OH-].[Na+].C(=O)(OCC1C2=CC=CC=C2C2=CC=CC=C12)N[C@@H](CCCCN)C(=O)O